C(CCCCCC)=C1C(CCC1)=COCCC1=CC=CC=C1 (2-((2-heptylidenecyclopentylidene)methoxy)ethyl)benzene